C(=C)C1SC2=C(N1C)C=CC=C2 vinyl-3-methylbenzothiazole